BrC1=CC(=C(C=2NC([C@H](OC21)C)=O)F)F (2R)-8-bromo-5,6-difluoro-2-methyl-2,4-dihydro-1,4-benzoxazin-3-one